NC1=CC=C(OC2=CC=C(C=C2)C2=CC=CC=C2)C=C1 4-(4-aminophenoxy)biphenyl